2-methyl-octane-1,8-diamine CC(CN)CCCCCCN